O1CC(C1)SC1=NN=NN1C1=CC=CC=C1 5-(oxetan-3-ylthio)-1-phenyl-1H-tetrazole